1,4,8-trimethyl-1,4,8-triazacyclododecane CN1CCN(CCCN(CCCC1)C)C